tert-butyl (2-(((1s,4s)-4-(3-butyl-5-(diaminomethylene)-2,4,6-trioxotetrahydropyrimidin-1(2H)-yl)cyclohexyl)(oxetan-3-yl)amino)ethyl)carbamate C(CCC)N1C(N(C(C(C1=O)=C(N)N)=O)C1CCC(CC1)N(CCNC(OC(C)(C)C)=O)C1COC1)=O